C(C)OC(=O)C1=NC=CC(=N1)C1=CN=CN1C 4-(1-methyl-1H-imidazol-5-yl)pyrimidine-2-carboxylic acid ethyl ester